C(C)(C)(C)OC(=O)N1C[C@@H](CC1)CN (S)-3-(aminomethyl)pyrrolidine-1-carboxylic acid tert-butyl ester